4-(3-((5-chloro-2-((2-isopropyl-4-(4-methylpiperazin-1-yl)phenyl)amino)pyrimidin-4-yl)amino)propyl)-1,4-oxazepan-5-one ClC=1C(=NC(=NC1)NC1=C(C=C(C=C1)N1CCN(CC1)C)C(C)C)NCCCN1CCOCCC1=O